FC=1C=C2C(=C(NC2=C(C1)F)C1=CC=C(C=C1)F)C1CN(C1)C(=O)NCC(F)F 3-(5,7-difluoro-2-(4-fluorophenyl)-1H-indol-3-yl)-N-(2,2-difluoroethyl)azetidine-1-carboxamide